5-(4-Chloro-3-{[(1s,3s)-3-(piperazin-1-yl)cyclobutyl]methoxy}phenyl)-1,3,4-oxadiazol-2(3H)-one ClC1=C(C=C(C=C1)C1=NNC(O1)=O)OCC1CC(C1)N1CCNCC1